CN(C1(CCC2(CN(C(N2)=O)C2=NC=C(C=C2)OC(F)(F)F)CC1)C1=CC=CC=C1)C cis-8-dimethylamino-8-phenyl-3-[5-(trifluoromethoxy)-pyridin-2-yl]-1,3-diazaspiro[4.5]decan-2-one